hexamethyl-phosphoric triamide CN(P(N(C)C)(N(C)C)=O)C